ClC=1C=C(C(=NC1)N1C(C(N(C(C1)=O)CC1=CC=C(C=C1)Cl)CNC(C)=O)=O)F N-((4-(5-chloro-3-fluoropyridin-2-yl)-1-(4-chlorobenzyl)-3,6-dioxopiperazin-2-yl)methyl)acetamide